NC1CCC(CC1)CNC=1N=CC2=C(N1)C(=NC(=C2)[C@@H](C)O)NC(C)C (R)-1-(2-((((1R,4R)-4-aminocyclohexyl)methyl)amino)-8-(isopropylamino)pyrido[3,4-d]pyrimidin-6-yl)ethan-1-ol